C(=CC1=CC=CC=C1)C1=C(C=CC=C1)NC(C1=CC=CC=C1)=O N-(2-styrylphenyl)-benzamide